FC1(CC(C1)CC=1NC=C(N1)CC1=CC=NC=C1)F 4-((2-((3,3-difluorocyclobutyl)methyl)-1H-imidazol-4-yl)methyl)pyridine